C(=O)C1=CC=2C(=CN=C(C2C2=CC=C(C#N)C=C2)C2=CC=C(C=C2)C)N1C 4-(2-Formyl-1-methyl-5-(p-methylphenyl)-1H-pyrrolo[2,3-c]pyridin-4-yl)benzonitrile